[N+](=O)([O-])C1=CC=C(C=C1)[C@@H](CC(C)=O)O (4R)-4-(4'-nitrophenyl)-4-hydroxy-2-butanone